1-(3-(4-methoxyphenyl)-1,2,4-oxadiazol-5-yl)-N-(3-(piperazin-1-yl)propyl)piperidine-4-carboxamide COC1=CC=C(C=C1)C1=NOC(=N1)N1CCC(CC1)C(=O)NCCCN1CCNCC1